FC=1C(=C(C=CC1F)[C@H]1[C@@H](O[C@](C1)(C(F)(F)F)C)C(=O)NC1=CC(=NC=C1)C(=O)N)OCC(C)(C)O |o1:8,9,11| rel-4-((2R,3S,5R)-3-(3,4-difluoro-2-(2-hydroxy-2-methylpropoxy)phenyl)-5-methyl-5-(trifluoromethyl)tetrahydrofuran-2-carboxamido)picolinamide